FC=1C=NC=CC1C=1N=C2SC(=NN2C1)O[C@@H](C)C1CCN(CC1)C1=NC(=NO1)C(C)C (S)-5-(4-(1-((6-(3-fluoropyridin-4-yl)imidazo[2,1-b][1,3,4]thiadiazol-2-yl)oxy)ethyl)piperidin-1-yl)-3-isopropyl-1,2,4-oxadiazol